BrC=1C=CC(=C2C(=C(C(=NC12)S(=O)CC1=NOC(=C1)C)C(C)=O)NCC(F)(F)F)Cl 1-(8-bromo-5-chloro-2-(((5-methylisoxazol-3-yl)methyl)sulfinyl)-4-((2,2,2-trifluoroethyl)amino)quinolin-3-yl)ethanone